CCC(CC)N1N=CC(=C1)C=1C=2N(C=C(N1)C=1C=NN(C1)C[C@@H](C)O)N=CC2 (R)-1-(4-(4-(1-(pentan-3-yl)-1H-pyrazol-4-yl)pyrazolo[1,5-a]pyrazin-6-yl)-1H-pyrazol-1-yl)propan-2-ol